(1r,2s)-2-(cyanoamino)-N-(5-cyclohexyl-1,3-thiazol-2-yl)cyclopentane-1-carboxamide C(#N)N[C@@H]1[C@@H](CCC1)C(=O)NC=1SC(=CN1)C1CCCCC1